C(#N)C1=CC=C(C2=C1CCO2)N2N=C(C=C2)C(C)C 4-cyano-7-(3-isopropyl-1H-pyrazol-1-yl)-2,3-dihydrobenzofuran